2-(4-cyclopropyl-6-methoxypyrimidin-5-yl)-4-(4-(1-ethyl-4-(trifluoromethyl)-1H-imidazol-2-yl)-3-fluorobenzyl)-6,7-dihydro-[1,2,4]triazolo[1,5-a]pyrimidin-5(4H)-one C1(CC1)C1=NC=NC(=C1C1=NN2C(N(C(CC2)=O)CC2=CC(=C(C=C2)C=2N(C=C(N2)C(F)(F)F)CC)F)=N1)OC